5-Chloro-4-(3-(chloromethyl)-1,5-dimethyl-1H-pyrazol-4-yl)-1-(3-methoxy-3-oxopropyl)-3-methyl-1H-indole-2-carboxylic acid methyl ester COC(=O)C=1N(C2=CC=C(C(=C2C1C)C=1C(=NN(C1C)C)CCl)Cl)CCC(=O)OC